FC1=C(CN2C=NN(C2=O)C2=CC(=C(OC3=C(N=C(S3)C(=O)N)C)C=C2)F)C(=CC=C1)F 5-(4-(4-(2,6-difluorobenzyl)-5-oxo-4,5-dihydro-1H-1,2,4-triazol-1-yl)-2-fluorophenoxy)-4-methylthiazole-2-carboxamide